BrC1=CC(=CC=C1)S(=O)(=O)C 1-bromo-3-(methylsulfonyl)benzene